ClC1=C(CBr)C=C(C=C1C(C)(C)C)C(C)(C)C 2-chloro-3,5-di-tert-butyl-benzyl bromide